C(C)(C)(C)OC(N[C@@H](C[C@H]1C(NCCC1)=O)C(COC(F)(F)F)=O)=O ((S)-3-oxo-1-((S)-2-oxopiperidin-3-yl)-4-(trifluoromethoxy)butan-2-yl)carbamic acid tert-butyl ester